(S)-1-(5-((3,4-dichlorophenyl)thio)pyrazin-2-yl)-4'H,6'H-spiro[piperidine-4,5'-pyrrolo[1,2-b]pyrazol]-4'-amine ClC=1C=C(C=CC1Cl)SC=1N=CC(=NC1)N1CCC2([C@@H](C=3N(N=CC3)C2)N)CC1